[Ca].C1(=CC=CC=C1)C1=C(OC2=C1C=CC=C2)CC(F)(F)F 3-phenyl-2-(2,2,2-trifluoroethyl)benzofuran calcium